tertbutyl 3-bromopropanoate BrCCC(=O)OC(C)(C)C